5-chloro-2-(1,2,2-Trimethylpiperidin-4-yl)benzo[d]thiazole ClC=1C=CC2=C(N=C(S2)C2CC(N(CC2)C)(C)C)C1